C(C)(=O)O.C(C)(=O)O.C(C)(=O)O.O(C)[Si](OC)(OC)CCCNCCN (Trimethoxyl silyl-propyl)Ethylenediamine triacetate